N-trimethylsilylmethyl-ethane-1,2-diamine C[Si](C)(C)CNCCN